bis(4-chlorobenzyl)azodicarboxylate ClC1=CC=C(COC(=O)N=NC(=O)OCC2=CC=C(C=C2)Cl)C=C1